C(C)(C)(C)OC(=O)N1N=C(C=C1)C(=O)OC(C)(C)C 1H-pyrazole-1,3-dicarboxylic acid di-tert-butyl ester